O[C@@H]1C[C@H](N(C1)C(=O)[C@H](C(C)(SC(C1=CC=CC=C1)(C1=CC=CC=C1)C1=CC=CC=C1)C)NC(OC(C)(C)C)=O)C(NCC1=CC=C(C=C1)C1=C(N=CS1)C)=O tert-butyl N-[(1R)-1-[(2S,4R)-4-hydroxy-2-[[4-(4-methylthiazol-5-yl)phenyl]methylcarbamoyl]pyrrolidine-1-carbonyl]-2-methyl-2-tritylsulfanyl-propyl]carbamate